2-(3-(5-(5-(2,3-dihydro-1H-inden-4-yl)-6-methoxy-1H-pyrazolo[4,3-b]pyridin-3-yl)pyridin-2-yl)pyrrolidin-1-yl)propionamide C1CCC2=C(C=CC=C12)C1=C(C=C2C(=N1)C(=NN2)C=2C=CC(=NC2)C2CN(CC2)C(C(=O)N)C)OC